3,6-dimethoxy-2,4,6-triisopropyl-1,1-biphenyl COC=1C(=C(C(CC1C(C)C)(C(C)C)OC)C1=CC=CC=C1)C(C)C